trans-4-(3,4-dihydroisoquinolin-2(1H)-yl)-1-(6-((4-(pyrrolidin-1-yl)phenyl)amino)pyrimidin-4-yl)piperidin-3-ol C1N(CCC2=CC=CC=C12)[C@H]1[C@@H](CN(CC1)C1=NC=NC(=C1)NC1=CC=C(C=C1)N1CCCC1)O